N-(8-Fluoro-2-methyl-imidazo[1,2-a]pyridin-6-yl)-5-[(1S,5S)-2-methyl-2,6-diazabicyclo[3.2.0]heptan-6-yl]pyrazine-2-carboxamide FC=1C=2N(C=C(C1)NC(=O)C1=NC=C(N=C1)N1[C@H]3CCN([C@H]3C1)C)C=C(N2)C